O1C=CC2=C1C=C(C=C2)CN(C(=O)[C@H]2N(CCC2)S(=O)(=NC2CCCC2)C2=CC=C(C=C2)C)C2CCC(CC2)(F)F (2S)-N-(Benzofuran-6-ylmethyl)-1-(N-cyclopentyl-4-methylphenylsulfonimidoyl)-N-(4,4-difluorocyclohexyl)pyrrolidine-2-carboxamide